N1C=NC(=C1)CN1N=NC(=C1)C1=CN=C2C=CC(=NC2=C1)C=1C(=NNC1)C1=NC(=CC=C1)C 7-[1-(1H-imidazol-4-ylmethyl)triazol-4-yl]-2-[3-(6-methyl-2-pyridyl)-1H-pyrazol-4-yl]-1,5-naphthyridine